1-methoxy-1-methyl-3-[[4-[5-(trifluoromethyl)-1,2,4-oxa-diazol-3-yl]phenyl]methyl]urea CON(C(=O)NCC1=CC=C(C=C1)C1=NOC(=N1)C(F)(F)F)C